CC1=C(C(=C(S1)[Si](C)(C)C)C(=O)N)C dimethyl-2-trimethylsilylthiophene-3-carboxamide